C1(=CC=C(C=C1)P([O-])(=O)OC1=C(C=C(C=C1C(C)(C)C)C(C)(C)C)C(C)(C)C)C1=CC=C(C=C1)P([O-])(=O)[O-] (2,4,6-tri-t-butylphenyl) 4,4'-biphenylbisphosphonate